C1(=NC=CC2=CC=CC=C12)N1OC2C(C1)C=1C=CC=CC1C2 2-(isoquinoline-1-yl)-3a,8a-dihydro-8H-indeno[1,2]oxazole